(E)-N-(bis(dimethylamino)methylene)-3-(2-hydroxyphenyl)acrylamide CN(C)C(=NC(\C=C\C1=C(C=CC=C1)O)=O)N(C)C